OC(=O)[C@@H]([C@@](O)([C@@](O)([C@H](O)C(O)C)C)C)C(F)(F)F (1S,2R,3R,4S,5R)-1-hydroxy-2-deoxy-2-trifluoromethyl-3,4,6-trimethyl-glucose